C(C)(C)NC1=C(C=NC2=CC=C(C=C12)C=1C=NNC1)C(=O)NC(C(=O)N1CCOCC1)(C)C 4-(isopropylamino)-N-(2-methyl-1-morpholino-1-oxopropan-2-yl)-6-(1H-pyrazol-4-yl)quinoline-3-carboxamide